CC12C(C3=NN(C(=C3O1)C)C)CC(C2C2=CC=CC=C2)C(=O)N trimethyl-5-phenyl-2,4a,5,6,7,7a-hexahydrocyclopenta[4,5]furo[3,2-c]pyrazole-6-carboxamide